4-chloro-9-(1-((3-(hydroxymethyl)bicyclo[1.1.1]pentan-1-yl)methyl)piperidin-4-yl)-7,7-dimethylindolo[1,2-a]quinazolin-5(7H)-one ClC=1C=2C(N=C3N(C2C=CC1)C1=CC=C(C=C1C3(C)C)C3CCN(CC3)CC31CC(C3)(C1)CO)=O